(4-((4-(3-((2-((1S)-1-((tetrahydro-2H-pyran-2-yl)oxy)ethyl)-1H-imidazole-1-yl)methyl)isoxazol-5-yl)phenyl)ethynyl)phenyl)methanone O1C(CCCC1)O[C@@H](C)C=1N(C=CN1)CC1=NOC(=C1)C1=CC=C(C=C1)C#CC1=CC=C(C=C1)C=O